5'-O-(acetoacetyl)-2',3'-di-O-acetyluridine C(CC(=O)C)(=O)OC[C@@H]1[C@H]([C@H]([C@@H](O1)N1C(=O)NC(=O)C=C1)OC(C)=O)OC(C)=O